(5RS,7RS)-2-[(5-chloropyridin-2-yl)methyl]-5-{[(3S)-3-fluoropyrrolidin-1-yl]carbonyl}-7-(trifluoromethyl)-5,6,7,8-tetrahydro[1,2,4]triazolo[4,3-a]pyridin-3(2H)-one ClC=1C=CC(=NC1)CN1N=C2N([C@H](C[C@H](C2)C(F)(F)F)C(=O)N2C[C@H](CC2)F)C1=O |&1:12,14|